C1(CC1)C(=O)C=1C=NC(=CC1N1C[C@H](CCC1)O)NC1=NC(=NC=C1)C=1C=NC=C(C1)OC (S)-cyclopropyl(4-(3-hydroxypiperidin-1-yl)-6-((2-(5-methoxypyridin-3-yl)pyrimidin-4-yl)amino)pyridin-3-yl)methanone